NC1=C(C(=NC=N1)OC1=CC(=C(C=C1)NC(=O)NC1=CC(=NN1C1=CC=C(C=C1)OC)C1CC1)F)C#N (4-((6-amino-5-cyanopyrimidin-4-yl)oxy)-2-fluorophenyl)-3-(3-cyclopropyl-1-(4-methoxyphenyl)-1H-pyrazol-5-yl)urea